C12N(CC(NC1)CC2)C=2C1=C(N=C(N2)OC([2H])([2H])[C@@]23CCC(N3C[C@H](C2)F)([2H])[2H])C(=C(N=C1)C1=CC(=CC2=CC=C(C(=C12)CC)F)O)F 4-(4-(2,5-Diazabicyclo[2.2.2]octan-2-yl)-8-fluoro-2-(((2S,7aR)-2-fluorotetrahydro-1H-pyrrolizin-7a(5H)-yl-5,5-d2)methoxy-d2)pyrido[4,3-d]pyrimidin-7-yl)-5-ethyl-6-fluoronaphthalen-2-ol